ClC1=CC=C(C=C1)C1=C(CC(CC1)(F)F)CN1CCN(CC1)CC=1C=C2CN(C(C2=CC1)=O)C1C(NC(CC1)=O)=O 3-(5-((4-((4'-chloro-4,4-difluoro-3,4,5,6-tetrahydro-[1,1'-biphenyl]-2-yl)methyl)piperazin-1-yl)methyl)-1-oxoisoindolin-2-yl)piperidine-2,6-dione